C=C1CC=C(C)C=C1 4-methylene-toluene